tert-butyl 4-amino-5-chloro-1H-indole-1-carboxylate NC1=C2C=CN(C2=CC=C1Cl)C(=O)OC(C)(C)C